2-(3-(3-chloro-4-fluorophenyl)-1-(1-(6,8-difluoro-1-oxo-1,2-dihydroisoquinolin-4-yl)ethyl)ureido)ethane-1-sulfonamide ClC=1C=C(C=CC1F)NC(N(C(C)C1=CNC(C2=C(C=C(C=C12)F)F)=O)CCS(=O)(=O)N)=O